C(C=C)(=O)N1CC2(C1)CN(CC2)C2=NC(=NC(=C2C#N)C2=C1C=NNC1=CC=C2C)OC[C@@H]2CN(CC2)C 4-(2-acryloyl-2,6-diazaspiro[3.4]octan-6-yl)-6-(5-methyl-1H-indazol-4-yl)-2-(((S)-1-methylpyrrolidin-3-yl)methoxy)pyrimidine-5-carbonitrile